C(CC=C)OC=1C=2N(C=C(N1)C1=CC(=NC=C1OC)C(C)NCC)C=CN2 1-(4-(8-(but-3-en-1-yloxy)imidazo[1,2-a]pyrazin-6-yl)-5-methoxypyridin-2-yl)-N-ethylethan-1-amine